2-[4-[4-cyano-3-[3-(difluoromethoxy)-4-[3-hydroxy-3-(trifluoromethyl)azetidine-1-carbonyl]-5-methoxyphenyl]-2-methylindazol-6-yl]pyrazol-1-yl]-N,N-dimethylacetamide C(#N)C=1C2=C(N(N=C2C=C(C1)C=1C=NN(C1)CC(=O)N(C)C)C)C1=CC(=C(C(=C1)OC)C(=O)N1CC(C1)(C(F)(F)F)O)OC(F)F